C1(=CC=CC=C1)C(=CCN(C(CN1CCC(CC1)O)=O)[C@H](C)C1=CC=C(C=C1)OC)C1=CC=CC=C1 (R)-N-(3,3-diphenylallyl)-2-(4-hydroxypiperidin-1-yl)-N-(1-(4-methoxyphenyl)ethyl)acetamide